2-(3-fluoro-4-(thiophen-3-yl)phenyl)propan-2-ol FC=1C=C(C=CC1C1=CSC=C1)C(C)(C)O